tert-butyl 2-(2-(2-aminoethoxy) ethoxy)ethylcarbamate NCCOCCOCCNC(OC(C)(C)C)=O